OC(COC1CCC(CC1)NC(CN1C=NC2=C(C1=O)N(N=C2NC2=NC=C(C=C2)C(F)(F)F)C)=O)(C)C N-((1r,4r)-4-(2-hydroxy-2-methylpropoxy)cyclohexyl)-2-(1-methyl-7-oxo-3-((5-(trifluoromethyl)pyridin-2-yl)amino)-1,7-dihydro-6H-pyrazolo[4,3-d]pyrimidin-6-yl)acetamide